β-chloroethylsulfonylbutyryl chloride ClCCS(=O)(=O)CCCC(=O)Cl